CN1CCN(CC1)C=1C=C2CN(CC2=CC1)C1=NC=CC(=N1)C1=CC=CC(=N1)C#CN1N=CC2=CC=CC=C12 ((6-(2-(5-(4-methylpiperazin-1-yl)isoindolin-2-yl)pyrimidin-4-yl)pyridin-2-yl)ethynyl)-1H-indazole